Tert-butyl cis-5-(2-chloro-5-methylpyrimidin-4-yl)-3a-methylhexahydropyrrolo[3,4-c]pyrrole-2(1H)-carboxylate ClC1=NC=C(C(=N1)N1C[C@@H]2[C@](C1)(CN(C2)C(=O)OC(C)(C)C)C)C